3-bromo-6-(dibenzo[b,d]thiophen-2-yl)-9-phenyl-9H-carbazole BrC=1C=CC=2N(C3=CC=C(C=C3C2C1)C1=CC2=C(SC3=C2C=CC=C3)C=C1)C1=CC=CC=C1